tert-butyl (2R,6S)-4-{2-[6-(methoxymethoxy)-2-methylindazol-5-yl]quinazolin-6-yl}-2,6-dimethylpiperazine-1-carboxylate COCOC=1C(=CC2=CN(N=C2C1)C)C1=NC2=CC=C(C=C2C=N1)N1C[C@H](N([C@H](C1)C)C(=O)OC(C)(C)C)C